6-[3-(p-chlorophenylamino)-1-propynyl]-4-(1-methyl-4-piperidylamino)-1-(2,2,2-trifluoroethyl)indole ClC1=CC=C(C=C1)NCC#CC1=CC(=C2C=CN(C2=C1)CC(F)(F)F)NC1CCN(CC1)C